2-(8-(6-p-toluenesulfonyl-imidazo[4,5-d]pyrrolo[2,3-b]pyridin-1(6H)-yl)-8-azabicyclo[3.2.1]octan-3-ylidene)acetonitrile CC1=CC=C(C=C1)S(=O)(=O)N1C=CC=2C1=NC=C1C2N(C=N1)N1C2CC(CC1CC2)=CC#N